[Si](C)(C)(C(C)(C)C)O[C@@H]1CC2=CC=C3[C@@H]4CC[C@H]([C@@H](C=C[C@@H](C(C)C)C)C)[C@]4(CC[C@@H]3[C@]2(CC1)C)C 3β-tert-butyldimethylsilyloxy-ergosta-5,7,22-triene